sodium sulfoethyl-methacrylate salt S(=O)(=O)([O-])CCOC(C(=C)C)=O.[Na+]